CC1(CCOCC1)N1N=CC(=C1)C(=O)O 1-(4-methyltetrahydro-2H-pyran-4-yl)-1H-pyrazole-4-carboxylic acid